C(CCCCCCC\C=C/CCCCCC)(=O)Cl palmitoleoyl chloride